COC=1C=C(C=C(C1OC)OC)C=1SC=C(C1)C1=CN(C2=CC=CC=C12)C 2-(3,4,5-trimethoxyphenyl)-4-(N-methylindol-3-yl)thiophene